FC1=CC(=CC2=C1NC(=N2)CSC2=CC(=NC=C2)C(F)(F)F)NC=2C=NC=CC2 7-Fluoro-N-(pyridin-3-yl)-2-(((2-(trifluoromethyl)pyridin-4-yl)thio)methyl)-1H-benzo[d]imidazol-5-amine